S[SiH2]CCC mercapto-propylsilane